(2S)-2-amino-3,3-difluoro-propan-1-ol hydrochloride Cl.N[C@@H](CO)C(F)F